BrC=1C2=C(C(N(C1)C)=O)N(C(=C2C=2OC(=NN2)C(C)(C)O)C)COCC[Si](C)(C)C 4-bromo-3-(5-(2-hydroxypropan-2-yl)-1,3,4-oxadiazol-2-yl)-2,6-dimethyl-1-((2-(trimethylsilyl)ethoxy)methyl)-1H-pyrrolo[2,3-c]pyridin-7(6H)-one